potassium cosyl sulfate S(=O)(=O)(OCCCCCCCCCCCCCCCCCCCC)[O-].[K+]